C[SiH](O[SiH3])C (dimethylsilyloxy)Silane